C1(=CC=CC=C1)CCN[C@@H]1CC/C=C/CC[C@H]1O (1R,8R)-(-)-trans-8-[(R)-phenylethylamino]cycloocta-4-enol